(S)-2-(5-chloro-2-(cyclopropylmethoxy)phenyl)-2-((R)-3-((5-(5,6,7,8-tetrahydro-1,8-naphthyridin-2-yl)pentyl)oxy)pyrrolidin-1-yl)acetic acid ClC=1C=CC(=C(C1)[C@@H](C(=O)O)N1C[C@@H](CC1)OCCCCCC1=NC=2NCCCC2C=C1)OCC1CC1